[Si](C)(C)(C(C)(C)C)OC[C@H](NC(=O)C=1N=C(SC1)N1C[C@@H](CCC1)NC(=O)OCCOC)C(=O)OC methyl O-(tert-butyldimethylsilyl)-N-(2-((R)-3-(((2-methoxyethoxy)carbonyl)amino)piperidin-1-yl)thiazole-4-carbonyl)-L-serinate